FC(OC1=NC(=CC=C1NC(=O)C1(CN(C1)CCC(C(=O)O)(C)C)C1=C(C=CC=C1)C(C)C)C)F 4-(3-((2-(difluoromethoxy)-6-methylpyridin-3-yl)carbamoyl)-3-(2-isopropylphenyl)azetidin-1-yl)-2,2-dimethylbutanoic acid